C1CCC=2N1C1=C(N2)C(=CC=C1)NC(C1=C(C=C(C=C1)I)N1CCC2(CC2)CC1)=O N-(2,3-dihydro-1H-benzo[d]pyrrolo[1,2-a]imidazol-5-yl)-4-iodo-2-(6-azaspiro[2.5]octan-6-yl)benzamide